NC1=CC(=C(C=C1N)N(C(OC(C)(C)C)=O)C)C tert-Butyl (4,5-diamino-2-methylphenyl)(methyl)carbamate